4-(2-(5-((1R,4R,7R)-7-amino-2-azabicyclo[2.2.1]heptane-2-carbonyl)-7-methoxy-1-methyl-1H-benzo[d]imidazol-2-yl)-1-(cyclopropylmethyl)-1H-indol-7-yl)benzamide N[C@H]1[C@@H]2N(C[C@H]1CC2)C(=O)C2=CC1=C(N(C(=N1)C=1N(C3=C(C=CC=C3C1)C1=CC=C(C(=O)N)C=C1)CC1CC1)C)C(=C2)OC